N1(CCC1)CCC1=NNC(C(=C1C)C)=O 3-(2-(azetidin-1-yl)ethyl)-4,5-dimethyl-6-oxopyridazine